[Cl-].FC(C1=CC=C(OC2=CC=C(C=C2)C2CC[NH2+]CC2)C=C1)(F)F 4-(4-(4-(trifluoromethyl)phenoxy)phenyl)piperidin-1-ium chloride